N-(((9H-fluoren-9-yl)methoxy)carbonyl)-O-(3-hydroxy-2,2-dimethylpropyl)-L-serine C1=CC=CC=2C3=CC=CC=C3C(C12)COC(=O)N[C@@H](COCC(CO)(C)C)C(=O)O